C(C)(C)(C)OC(=O)N(C(OC(C)(C)C)=O)CCCCCN(C1=C2CN(C(C2=CC=C1)=O)C1C(NC(CC1)=O)=O)CCCCNC(=O)OC(C)(C)C tert-butyl (tert-butoxycarbonyl)(5-((4-((tert-butoxycarbonyl)amino)butyl)(2-(2,6-dioxopiperidin-3-yl)-1-oxoisoindolin-4-yl)amino)pentyl)carbamate